S(=O)(=O)(O)C1C(=O)N(C(C1)=O)C(C(=O)[O-])(CCCCCC(=O)[O-])N1C(C(CC1=O)S(=O)(=O)O)=O bis[sulfosuccinimidyl]suberate